(E)-1-(4-amino-1,2,5-oxadiazol-3-yl)-N'-(2-methylbenzylidene)-1H-1,2,3-triazole-4-carbohydrazide NC=1C(=NON1)N1N=NC(=C1)C(=O)N/N=C/C1=C(C=CC=C1)C